3-(5-[(2,3-difluoro-6-methoxyphenyl)methoxy]-2-fluoro-4-hydroxyphenyl)-2,4-dioxo-1H-thieno[3,4-d]pyrimidine-5-carboxylic acid FC1=C(C(=CC=C1F)OC)COC=1C(=CC(=C(C1)N1C(NC=2C(C1=O)=C(SC2)C(=O)O)=O)F)O